C1(CCC1)OC1=C(C(=NC=C1)OC)C1=CNC2=NC(=CC=C21)NC(=O)C2C(C2)CN(C)C N-[3-(4-cyclobutoxy-2-methoxypyridin-3-yl)-1H-pyrrolo[2,3-b]pyridin-6-yl]-2-[(dimethylamino)methyl]cyclopropane-1-carboxamide